OC(CCCCCCCCCCCCC(=O)O)CCCCCC 14-hydroxyeicosanoic acid